Cl[C@@H]1[C@H]([C@H](C(O)O[C@@H]1CO)O)O d-4-chloro-4-deoxygalactopyranose